bis(trimethylsilyl)aminocesium C[Si](C)(C)N([Si](C)(C)C)[Cs]